bis(4-tert-butylphenyl)iodonium hexafluorophosphate salt F[P-](F)(F)(F)(F)F.C(C)(C)(C)C1=CC=C(C=C1)[I+]C1=CC=C(C=C1)C(C)(C)C